3-[4-(morpholin-4-yl)quinazolin-6-yl]benzene-1-sulfonamide N1(CCOCC1)C1=NC=NC2=CC=C(C=C12)C=1C=C(C=CC1)S(=O)(=O)N